ClC=1C=C(C=CC1Cl)[C@H](NC(=O)N1[C@@H](C(NCC1)=O)C)C=1C=NC(=CC1)C(F)(F)F (2R)-N-((S)-(3,4-dichlorophenyl)(6-(trifluoromethyl)pyridin-3-yl)methyl)-2-methyl-3-oxopiperazine-1-carboxamide